4-(6-bromobenzo[c][1,2,5]thiadiazole-5-yl)-N,N-diphenyl-aniline BrC=1C(=CC=2C(=NSN2)C1)C1=CC=C(N(C2=CC=CC=C2)C2=CC=CC=C2)C=C1